CSC1=NC=2CC3(CCC4=CC=CC=C34)CCC2C(=N1)N1CC2CCC(C1)N2C(=O)OC(C)(C)C tert-butyl 3-(2-methylsulfanylspiro[6,8-dihydro-5H-quinazoline-7,1'-indane]-4-yl)-3,8-diazabicyclo[3.2.1]octane-8-carboxylate